O1CCN(CC1)C=1C=CC2=C(NC(=N2)C2=NNC3=CC=C(C=C23)C(=O)N2CCN(CC2)C(=O)OC(C)(C)C)C1 tert-butyl 4-(3-(6-morpholino-1H-benzo[d]imidazol-2-yl)-1H-indazole-5-carbonyl)piperazine-1-carboxylate